3-[(2-chlorobenzyl)sulfanyl]-5-methyl-[1,2,4]triazolo[4,3-a]pyrimidin-7(8H)-one ClC1=C(CSC2=NN=C3N2C(=CC(N3)=O)C)C=CC=C1